C(C)(C)(C)C1=CN=C(O1)CSC1=CN=C(S1)NC(=O)C1CCN(CC1)C1CCN(CC1)CC=1C=C2CN(C(C2=CC1)=O)C1C(NC(CC1)=O)=O N-(5-(((5-(tert-butyl)oxazol-2-yl)methyl)thio)thiazol-2-yl)-1'-((2-(2,6-dioxopiperidin-3-yl)-1-oxoisoindolin-5-yl)methyl)-[1,4'-bipiperidine]-4-carboxamide